(1S,3R,5R)-1-((2H-1,2,3-triazol-2-yl)methyl)-N-(3-(5-fluoropyrimidin-2-yl)-4-methylphenyl)-3-methyl-6-azabicyclo[3.1.1]heptane-6-carboxamide N=1N(N=CC1)C[C@@]12C[C@@H](C[C@@H](N1C(=O)NC1=CC(=C(C=C1)C)C1=NC=C(C=N1)F)C2)C